3-(1-methyl-6-(1-((1-(3-((4-((5-(trifluoromethyl)pyrimidin-2-yl)amino)piperidin-1-yl)sulfonyl)phenyl)piperidin-4-yl)methyl)piperidin-4-yl)-1H-indol-3-yl)piperidine-2,6-dione CN1C=C(C2=CC=C(C=C12)C1CCN(CC1)CC1CCN(CC1)C1=CC(=CC=C1)S(=O)(=O)N1CCC(CC1)NC1=NC=C(C=N1)C(F)(F)F)C1C(NC(CC1)=O)=O